2-(2-methylpropan-1-en-1-yl)nicotinonitrile CC(=CC1=C(C#N)C=CC=N1)C